COC(=O)C1N(CCN(C1)C(C1=CC=C(C=C1)F)C1=CC=C(C=C1)F)C1=C(C(N(C2=CC=C(N=C12)C#N)C)=O)Br 4-(Bis(4-fluorophenyl)methyl)-1-(3-bromo-6-cyano-1-methyl-2-oxo-1,2-dihydro-1,5-naphthyridin-4-yl)piperazine-2-carboxylic acid methyl ester